N-(2-(6,6-Dimethyl-4,5,6,7-tetrahydro-1H-indazol-3-yl)-3H-imidazo[4,5-b]pyridin-6-yl)-N-methylbicyclo[1.1.1]pentane-1-carboxamide CC1(CCC=2C(=NNC2C1)C1=NC=2C(=NC=C(C2)N(C(=O)C23CC(C2)C3)C)N1)C